FC1=CC=C(C=C1)CCN1[C@@H](CCN2C1=NC(=CC2=O)N2[C@@H](COCC2)C)C(F)(F)F (S)-9-[2-(4-Fluoro-phenyl)ethyl]-2-((R)-3-methylmorpholin-4-yl)-8-trifluoromethyl-6,7,8,9-tetrahydro-pyrimido[1,2-a]-pyrimidin-4-one